3-Bromo-6-(3-chloro-2-fluoro-phenyl)-2-(2,5-difluorobenzyl)-2,4,5,6-tetrahydro-7H-pyrazolo[3,4-c]-pyridin-7-one BrC=1N(N=C2C(N(CCC21)C2=C(C(=CC=C2)Cl)F)=O)CC2=C(C=CC(=C2)F)F